4-[Amino(carboxy)methyl]-5-oxoproline NC(C1C[C@H](NC1=O)C(=O)O)C(=O)O